5-[(N-methacryloyl)amino]-2,4,6-triiodo-N,N'-bis(1,3,4-trihydroxybut-2-yl)-1,3-benzenedicarboxamide C(C(=C)C)(=O)NC=1C(=C(C(=C(C1I)C(=O)NC(CO)C(CO)O)I)C(=O)NC(CO)C(CO)O)I